2-(2,6-dioxopiperidin-3-yl)-5-((3-(4-(2-(4-((2-methoxypyrimidin-4-yl)methoxy)phenyl)propan-2-yl)phenoxy)propyl)amino)isoindolin-1,3-dione O=C1NC(CCC1N1C(C2=CC=C(C=C2C1=O)NCCCOC1=CC=C(C=C1)C(C)(C)C1=CC=C(C=C1)OCC1=NC(=NC=C1)OC)=O)=O